C(C)(C)(C)OC(=O)N1CCN(CC1)C1=NN=C(C2=CC(=C(C=C12)Cl)C1=C(C=CC=C1F)O[Si](C1=CC=CC=C1)(C1=CC=CC=C1)C(C)(C)C)Cl 4-(6-(2-((tert-butyldiphenylsilyl)oxy)-6-fluorophenyl)-4,7-dichlorophthalazin-1-yl)piperazine-1-carboxylic acid tert-butyl ester